O(C1=CC=CC=C1)CCCC(=O)NC=1C=C2C(=CNC2=CC1)C=1CCN(CC1)CCCCCC 5-(4-phenoxybutanoyl)amino-3-(1-hexyl-1,2,3,6-tetrahydropyridin-4-yl)-1H-indole